[NH4+].P(=O)(OCCN(C(CCCCCCCCC1=CC=C(C=C1)CCC)=O)CC1=CC(=NC=C1)OC)(O)O 2-{[(2-Methoxypyridin-4-yl)methyl][9-(4-propylphenyl)nonanoyl]amino}ethyl dihydrogen phosphate ammonium salt